glycerol dipalmitate C(CCCCCCCCCCCCCCC)(=O)OCC(OC(CCCCCCCCCCCCCCC)=O)CO